The molecule is a beta-D-glucoside that is zeaxanthin in which both hydroxy groups have been converted to the corresponding glucosides. It is one of the most polar carotenoids found in nature (solubility in water is 800 ppm, compared with only 12.6 ppm for zeaxanthin itself). It is a beta-D-glucoside and a carotenoid. It derives from a zeaxanthin. CC1=C(C(C[C@@H](C1)O[C@@H]2O[C@@H]([C@H]([C@@H]([C@H]2O)O)O)CO)(C)C)/C=C/C(=C/C=C/C(=C/C=C/C=C(/C=C/C=C(/C=C/C3=C(C[C@H](CC3(C)C)O[C@@H]4O[C@@H]([C@H]([C@@H]([C@H]4O)O)O)CO)C)\\C)\\C)/C)/C